C(C)(C)(C)OC(=O)N1C[C@H](CC1)OC1=NC(=CC=C1)N1N(C(C=2C1=NC(=NC2)SC)=O)CC=C tert-butyl-(3S)-3-({6-[6-(methylsulfanyl)-3-oxo-2-(prop-2-en-1-yl)-1H,2H,3H-pyrazolo[3,4-d]pyrimidin-1-yl]pyridin-2-yl}oxy)pyrrolidine-1-carboxylate